2-(dinonylamino)-1-(4-(N-(2-(dinonylamino)ethyl)-N-nonylglycyl)piperazin-1-yl)ethan-1-one C(CCCCCCCC)N(CC(=O)N1CCN(CC1)C(CN(CCCCCCCCC)CCN(CCCCCCCCC)CCCCCCCCC)=O)CCCCCCCCC